FC1=NN2C(N=CC3=C2[C@@](C[C@H]3C(=O)NC=3C=NC(=C(C3)C)N3N=CC=N3)(C=3C=NN(C3)C)C)=C1 (6R,8S)-2-fluoro-8-methyl-8-(1-methyl-1H-pyrazol-4-yl)-N-(5-methyl-6-(2H-1,2,3-triazol-2-yl)pyridin-3-yl)-7,8-dihydro-6H-cyclopenta[e]pyrazolo[1,5-a]pyrimidine-6-carboxamide